5-((2-(6,8-dioxa-2-azaspiro[3.5]nonan-7-yl)ethyl)(3-fluoro-4-methoxybenzyl)amino)picolinonitrile C1NCC12COC(OC2)CCN(C=2C=CC(=NC2)C#N)CC2=CC(=C(C=C2)OC)F